C1(CCCCCCCCCC1)C(=O)O cycloundecanecarboxylic acid